ethylene terephthalamate C1(C2=CC=C(C(=O)NCCO1)C=C2)=O